CC1=CC=C(C=C1)S(=O)(=O)[O-].O1CCOCCOC=COCC1.[Li+] (Z)-lithium 1,4,7,10-tetraoxacyclododec-8-ene p-toluenesulfonate